2-((4-amino-2-butyl-1H-imidazo[4,5-c]quinolin-1-yl)methyl)-2-methylpropane-1,3-diol NC1=NC=2C=CC=CC2C2=C1N=C(N2CC(CO)(CO)C)CCCC